FC(C1N(CCCC1)C1=CC(=CC(N1)=O)C1=C2C(=NC=C1)NC(=C2)C=2C=NC=C(C2)C(F)(F)F)(F)F 6-[2-(trifluoromethyl)-1-piperidinyl]-4-[2-[5-(trifluoromethyl)-3-pyridinyl]-1H-pyrrolo[2,3-b]pyridin-4-yl]-1H-pyridin-2-one